NCCNC(C1=CC(=CC(=C1)C1=CN=NN1)C1=CN=NN1)=O N-(2-aminoethyl)-3,5-bis(1H-1,2,3-triazol-5-yl)benzamide